isatin compound with cyclopropenone C1(C=C1)=O.N1C(=O)C(=O)C2=CC=CC=C12